(S)-3,3-difluoro-2-methylazetidine ((1R,4s)-7,7-dimethyl-2-oxobicyclo[2.2.1]heptan-1-yl)methanesulfonate CC1([C@]2(C(C[C@@H]1CC2)=O)CS(=O)(=O)O)C.FC2([C@@H](NC2)C)F